4-(aminomethyl)bicyclo[2.2.2]octane-1-carbaldehyde NCC12CCC(CC1)(CC2)C=O